2-methyl-2,4-thiazolidinedicarboxylic acid 2-n-octyl ester CC(CCCCCC)OC(=O)C1(SCC(N1)C(=O)O)C